3-trans,5-cis-Octadienoyl-CoA CCC/C=C\C=C\C(=O)SCCNC(=O)CCNC(=O)C(C(C)(C)COP(=O)(O)OP(=O)(O)OC[C@@H]1[C@H]([C@H](C(O1)N2C=NC3=C(N=CN=C32)N)O)CP(=O)(O)O)O